C(C1=CC=CC=C1)NC(C(C1=CC=C(C=C1)Br)N(C(CCCN1CC=CC=C1)=O)CCOC)=O N-(2-(benzylamino)-1-(4-bromophenyl)-2-oxoethyl)-N-(2-methoxyethyl)-4-(pyridin-1-yl)butanamide